(but-1-yn-1-yl)-7-fluoro-N-(3-fluorophenyl)-N-methyl-[1,2,4]triazolo[4,3-a]quinazolin-5-amine C(#CCC)C1=NN=C2N1C1=CC=C(C=C1C(=N2)N(C)C2=CC(=CC=C2)F)F